C(C)(C)(C)OC(=O)N1C[C@@H](OCC1)COS(=O)(=O)CC1=CC=CC=C1 (R)-2-((toluenesulfonyloxy)methyl)morpholine-4-carboxylic acid tert-butyl ester